methyl 3-(9-((4-(((tert-butoxycarbonyl)amino)methyl)phenyl)carbamoyl)-4,5-dihydrobenzo[b]thieno[2,3-d]oxepin-8-yl)-6-(((1r,3s,5R,7S)-3-hydroxyadamantan-1-yl)carbamoyl)picolinate C(C)(C)(C)OC(=O)NCC1=CC=C(C=C1)NC(=O)C1=CC2=C(OCCC3=C2SC=C3)C=C1C=1C(=NC(=CC1)C(NC13CC2(C[C@H](C[C@@H](C1)C2)C3)O)=O)C(=O)OC